(3aS,3bR,4R,5R,5aS,11aR,11bS,13aS)-11a,13a-dimethyl-1-methylene-2,3,3a,3b,4,5,5a,6,11,11a,11b,12,13,13a-tetradecahydro-1H-cyclopenta[5,6]naphtho[1,2-g]quinazoline-4,5-diol C[C@]12CC=3C=NC=NC3C[C@@H]1[C@H]([C@@H]([C@H]1[C@H]3[C@](CC[C@@H]12)(C(CC3)=C)C)O)O